C(C)(C)OCC=1OC(=CC1)COC(C)C 2,5-diisopropyloxymethylfuran